N-(((1s,4s)-4-aminocyclohexyl)methyl)-4-(1-(2-fluorophenyl)-1H-pyrazol-4-yl)pyrimidin-5-amine trifluoroacetate FC(C(=O)O)(F)F.NC1CCC(CC1)CNC=1C(=NC=NC1)C=1C=NN(C1)C1=C(C=CC=C1)F